2-(1-(5-methoxy-7-methyl-1H-indol-4-yl)ethyl)-3-oxoisoindoline-5-carbonitrile COC=1C(=C2C=CNC2=C(C1)C)C(C)N1CC2=CC=C(C=C2C1=O)C#N